2-((2-ethoxy-2-oxoethyl)amino)benzoic acid C(C)OC(CNC1=C(C(=O)O)C=CC=C1)=O